8-amino-4,4-dimethyl-N-(5-{2-[(1-methylpiperidin-4-yl)amino]-2-oxoethyl}-1,3-thiazol-2-yl)-4,5-dihydro-1H-pyrazolo[4,3-H]quinazoline-3-carboxamide NC1=NC=2C3=C(C(CC2C=N1)(C)C)C(=NN3)C(=O)NC=3SC(=CN3)CC(=O)NC3CCN(CC3)C